C(CCC)O[Ti]OCCCC dibutoxytitanium